[(2,2-difluoro-4-{[(1S,3S)-3-{[4-(6-cyano-1H-pyrrolo[2,3-b]pyridine-3-yl)-5-(trifluoromethyl)pyrimidin-2-yl]amino}cyclopentyl]amino}butyl)(methyl)amino]methanoate FC(CN(C)C(=O)[O-])(CCN[C@@H]1C[C@H](CC1)NC1=NC=C(C(=N1)C1=CNC2=NC(=CC=C21)C#N)C(F)(F)F)F